FC=1C(=NC=CC1)CC1=NN2C(=NC(=C(C2=N1)C=1C=CC=2N(C1)C(=CN2)C)N2CCOCC2)N 2-((3-fluoropyridin-2-yl)methyl)-8-(3-methylimidazo[1,2-a]pyridin-6-yl)-7-morpholino-[1,2,4]triazolo[1,5-c]pyrimidin-5-amine